BrC1=NC(=CC=C1)SC[N+](=O)[O-] 2-bromo-6-(nitromethyl-sulfanyl)pyridine